C(C=C)C1N(CC(C1)(C)C)C1=C(C=C(C(=N1)C(=O)O)N(C(=O)OC(C)(C)C)C(=O)OC(C)(C)C)C(F)(F)F 6-(2-allyl-4,4-dimethyl-pyrrolidin-1-yl)-3-[bis(t-butoxycarbonyl)amino]-5-(trifluoromethyl)pyridine-2-carboxylic acid